1-hydroxy-6,6,9-trimethyl-3-pentyl-N-(4-(trifluoromethyl)phenyl)-6H-benzo[c]chromene-2-carboxamide OC1=C2C3=C(C(OC2=CC(=C1C(=O)NC1=CC=C(C=C1)C(F)(F)F)CCCCC)(C)C)C=CC(=C3)C